CCCCCCCCC(CCCCCCCC)OC(CCCCCCCN(CCCCC(N(CCN(C(CCCCN(CCCCCCCC(=O)OC(CCCCCCCC)CCCCCCCC)CCCCCCCC(OCCCCCCCCC)=O)=O)CC)CC)=O)CCCCCCCC(=O)OCCCCCCCCC)=O Di(heptadecan-9-yl)15,18-diethyl-9,24-bis(8-(nonyloxy)-8-oxooctyl)-14,19-dioxo-9,15,18,24-tetraazadotriacontanedioate